BrC=1C=C(C=NC(C(=O)O)C(C)C)C=C(C1)OC(C(C)C)=O 2-(3-bromo-5-(isobutyryloxy)benzylideneamino)-3-meth-ylbutanoic acid